ClC1=CC(=C(C=C1)N(C(OCC1=CN=C(N1C)[N+](=O)[O-])=O)C1=CC2=C(C=N1)N(C(N2C2CCOCC2)=O)C)C (1-Methyl-2-nitro-1H-imidazol-5-yl)methyl (4-chloro-2-methylphenyl)(3-methyl-2-oxo-1-(tetrahydro-2H-pyran-4-yl)-2,3-dihydro-1H-imidazo[4,5-c]pyridin-6-yl)carbamate